OC(C)(C)[C@H]1CN(CC1)CC1=CC(=NC=C1)C=1C=C2CN(C(C2=CC1)=O)C1C(NC(CC1)=O)=O 3-(5-(4-(((R)-3-(2-hydroxypropan-2-yl)pyrrolidin-1-yl)methyl)pyridin-2-yl)-1-oxoisoindolin-2-yl)piperidine-2,6-dione